ClC1=C(C=NN(C1=O)C1CCC(CC1)N(C1=CC=C(C=C1)F)CCCNC(OC(C)(C)C)=O)NCC1COCCC1 1,1-dimethylethyl N-[3-(N-[4-[5-chloro-6-oxo-4-(tetrahydropyran-3-ylmethylamino)pyridazin-1-yl]cyclohexyl]-4-fluoro-anilino)propyl]carbamate